2-({4-[(2S)-2-(4-chloro-2-fluorophenyl)-1,3-benzodioxol-4-yl]piperidin-1-yl}methyl)-7-fluoro-1-[(2S)-oxetan-2-ylmethyl]-1H-benzimidazole-6-carboxylic acid ClC1=CC(=C(C=C1)[C@@H]1OC2=C(O1)C=CC=C2C2CCN(CC2)CC2=NC1=C(N2C[C@H]2OCC2)C(=C(C=C1)C(=O)O)F)F